3-((2-cyclopentyl-1-oxoisoindolin-5-yloxy)methyl)phenylboronic acid C1(CCCC1)N1C(C2=CC=C(C=C2C1)OCC=1C=C(C=CC1)B(O)O)=O